[N-](S(=O)(=O)C(F)(F)F)S(=O)(=O)C(F)(F)F.C[N+](CCCCCC)(CCCCC)C N,N-dimethyl-N-pentyl-N-hexylammonium bis(trifluoromethanesulfonyl)imide